tert-butyl (5-(4-(1H-pyrrolo[3,2-c]pyridin-2-yl)phenyl)pyridin-2-yl)(methyl)carbamate N1C(=CC=2C=NC=CC21)C2=CC=C(C=C2)C=2C=CC(=NC2)N(C(OC(C)(C)C)=O)C